C1(CC1)CN(C1=CC(N(C=2C=CC(=NC12)C#N)C)=O)C1=C(C=CC=C1)COC 8-((cyclopropylmethyl)(2-(methoxymethyl)phenyl)amino)-5-methyl-6-oxo-5,6-dihydro-1,5-naphthyridine-2-carbonitrile